N=1CCCC1C=1C(=NC=C(C1)F)OC 3-(3,4-Dihydro-2H-pyrrol-5-yl)-5-fluoro-2-methoxypyridine